6-[8-fluoro-2-methylimidazo[1,2-a]pyridin-6-yl]-2-(piperidin-4-yl)thieno[2,3-c]pyridin-7-one FC=1C=2N(C=C(C1)N1C(C3=C(C=C1)C=C(S3)C3CCNCC3)=O)C=C(N2)C